O[C@H]1[C@@H](O)[C@H](O)[C@H](O)CO1 beta-arabinopyranose